O[C@@H]1C[C@H](N(C1)C(C(C(C)C)C1=CC(=NO1)OC)=O)C=1NC(=CN1)C=1C=C(C(=O)NC)C=CC1 3-[2-[(2S,4R)-4-hydroxy-1-[2-(3-methoxy-1,2-oxazol-5-yl)-3-methylbutyryl]pyrrolidin-2-yl]-1H-imidazol-5-yl]-N-methylbenzamide